COC=1C(=CC2=CN(N=C2C1)C1CCC2(COC(N2C)=O)CC1)C(=O)NC=1C(N(C=CC1)C)=O 6-methoxy-N-(1-methyl-2-oxo-1,2-dihydropyridin-3-yl)-2-((5r,8r)-1-methyl-2-oxo-3-oxa-1-azaspiro[4.5]decan-8-yl)-2H-indazole-5-carboxamide